2-chloro-N-[1-(3-pyrazin-2-ylpyrazin-2-yl)ethyl]-6-(trifluoromethyl)pyridine-4-carboxamide ClC1=NC(=CC(=C1)C(=O)NC(C)C1=NC=CN=C1C1=NC=CN=C1)C(F)(F)F